FC(C(=O)C(F)(F)F)(F)F perfluoroacetone